(1S)-N-(7-chloro-6-(1-((3S,4S)-4-hydroxy-3-methyltetrahydrofuran-3-yl)piperidin-4-yl)isoquinolin-3-yl)-6-oxaspiro[2.5]octane-1-carboxamide ClC1=C(C=C2C=C(N=CC2=C1)NC(=O)[C@H]1CC12CCOCC2)C2CCN(CC2)[C@]2(COC[C@H]2O)C